ClC=1C(=C(C=CC1)NC(=O)C1=CC(=CC=2NC(=NC21)N2C[C@H](CC2)N(C)C)NC(=O)C2=C(C=CC=C2)C(F)(F)F)C N-(3-chloro-2-methylphenyl)-2-[(3S)-3-(dimethylamino)pyrrolidin-1-yl]-6-({[2-(trifluoromethyl)phenyl]carbonyl}amino)-1H-benzimidazole-4-carboxamide